BrC=1C=C(C=C(C1)F)NC(=S)N 1-(3-bromo-5-fluorophenyl)thiourea